NCCCCN(C(O)=O)CCCN (4-aminobutyl)(3-aminopropyl)carbamic acid